O=C1NC(CCC1N1C(C2=CC=CC(=C2C1=O)NCCOCCOCCOCCOCCOCCNCCCONC(C1=C(C(=C(C=C1)F)F)NC1=C(C=C(C=C1)I)F)=O)=O)=O N-((1-((2-(2,6-dioxopiperidin-3-yl)-1,3-dioxoisoindolin-4-yl)amino)-3,6,9,12,15-pentaoxa-18-azahenicosan-21-yl)oxy)-3,4-difluoro-2-((2-fluoro-4-iodophenyl)amino)benzamide